C(C)(=O)N1[C@H]2[C@H](N(CC1)C(=O)OC1=C(C=C(C=C1)Cl)C1=NC3=CC=C(C=C3C(N1)=O)Cl)CSSC2 4-chloro-2-(6-chloro-4-oxo-3,4-dihydroquinazolin-2-yl)phenyl (trans)-4-acetylhexahydro-[1,2]dithiino[4,5-b]pyrazine-1(2H)-carboxylate